FC1=C(C=CC(=C1)N1CCNCC1)C1=NC=CC(=C1)C1=CC2=CNCC3(C2=N1)CC3 2'-(2-(2-Fluoro-4-(piperazin-1-yl)phenyl)pyridin-4-yl)-5',6'-dihydrospiro[cyclopropane-1,7'-pyrrolo[3,2-c]pyridin]